FCCCN1C[C@H](CC1)OC1=CC=C(C=C1)C1=C(CCS(C2=C1C=CC(=C2)O)=O)C2=CC=C(C=C2)OC(F)(F)F 5-[4-[(3S)-1-(3-fluoropropyl)pyrrolidin-3-yl]oxyphenyl]-1-oxo-4-[4-(trifluoromethoxy)phenyl]-2,3-dihydro-benzothiepin-8-ol